(8Z,11Z,14Z,17Z)-8,11,14,17-Eicosatetraenoic acid C(CCCCCC\C=C/C\C=C/C\C=C/C\C=C/CC)(=O)O